C(C=C)(=O)C=1C=C(C=CC1)C=1C=C(C=C2C=NC=NC12)C1=CC=C(C(=O)NC2=NC=CC=C2)C=C1 4-(8-(3-propenoylphenyl)quinazolin-6-yl)-N-(pyridin-2-yl)benzamide